2-[(6-chloro-4-fluoro-5-iodo-indazol-1-yl)methoxy]ethyl-trimethyl-silane tert-butyl-(1-(5-(6-bromo-3-cyanopyrazolo[1,5-a]pyridin-4-yl)pyridin-2-yl)-4-methylpiperidin-4-yl)carbamate C(C)(C)(C)N(C(O)=O)C1(CCN(CC1)C1=NC=C(C=C1)C=1C=2N(C=C(C1)Br)N=CC2C#N)C.ClC2=C(C(=C1C=NN(C1=C2)COCC[Si](C)(C)C)F)I